2-(((1R)-1-(2-cyano-3-((1-cyclopropyl-2,2,2-trifluoroethyl)amino)-7-methylquinoxalin-5-yl)ethyl)amino)benzoic acid C(#N)C1=NC2=CC(=CC(=C2N=C1NC(C(F)(F)F)C1CC1)[C@@H](C)NC1=C(C(=O)O)C=CC=C1)C